COC(=O)C=1C=C2C(=NC1)C(=NN2C)N 3-Amino-1-methyl-1H-pyrazolo[4,3-b]pyridine-6-carboxylic acid methyl ester